BrC=1C(=C(C=CC1)N1C(C(C2=CC=C(C=C12)N1CC2CCC(C1)N2C(=O)OCCCC)(C)C)=O)C#N butyl 3-(1-(3-bromo-2-cyanophenyl)-3,3-dimethyl-2-oxoindolin-6-yl)-3,8-diazabicyclo[3.2.1]octane-8-carboxylate